carbamic acid (propylphenyl) ester C(CC)C1=C(C=CC=C1)OC(N)=O